OCC(CN(CCCCCC(=O)O)CC(CO)(CO)CO)(CO)CO 6-(bis(3-hydroxy-2,2-bis(hydroxymethyl)propyl)amino)hexanoic acid